N1(CCC1)C(COC)C1=NC(=NN1)C=1N(C2=C(C(=C(C=C2C1N1C=NC=C1)OC)Cl)F)C 2-(5-mono(1-(azetidin-1-yl)-2-methoxyethyl)-1H-1,2,4-triazol-3-yl)-6-chloro-7-fluoro-3-(1H-imidazol-1-yl)-5-methoxy-1-methyl-1H-indole